2-((3S,5R)-3-amino-5-methylpiperidin-1-yl)-5-chloro-6-(((S)-2-cyclopropyl-3,3-difluoro-7-methyl-6-oxo-1,2,3,4,6,7-hexahydro-[1,4]oxazepino[2,3-c]quinolin-10-yl)amino)nicotinonitrile N[C@@H]1CN(C[C@@H](C1)C)C1=C(C#N)C=C(C(=N1)NC1=CC=2C3=C(C(N(C2C=C1)C)=O)OCC([C@@H](N3)C3CC3)(F)F)Cl